5-(4-(2-(4-((1-(3-(5H-pyrido[4,3-b]indol-5-yl)propyl)azetidin-3-yl)oxy)piperidin-1-yl)ethyl)piperidin-1-yl)-2-(2,6-dioxopiperidin-3-yl)isoindoline-1,3-dione C1=NC=CC=2N(C=3C=CC=CC3C21)CCCN2CC(C2)OC2CCN(CC2)CCC2CCN(CC2)C=2C=C1C(N(C(C1=CC2)=O)C2C(NC(CC2)=O)=O)=O